2-Amino-5-chloro-4-(trifluoromethyl)phenol NC1=C(C=C(C(=C1)C(F)(F)F)Cl)O